FC=1C=CC(=NC1)NC(CN1C=2N(C3=C(C1=O)C=CC(=N3)C(F)(F)F)N=CC2C(C)C)=O N-(5-fluoropyridin-2-yl)-2-[5-oxo-3-(propan-2-yl)-8-(trifluoromethyl)pyrazolo[1,5-a]pyrido[3,2-e]pyrimidin-4(5H)-yl]acetamide